CC(C(=O)N1CCN(CC1)C1=CC(=NC=C1)NC=1SC2=NC(=CC=C2N1)C=1C=NNC1C)(C)C 2,2-dimethyl-1-(4-(2-((5-(5-methyl-1H-pyrazol-4-yl)thiazolo-[5,4-b]pyridin-2-yl)-amino)pyridin-4-yl)-piperazin-1-yl)propan-1-one